C1(CC1)C1=C(C(=NO1)C1=C(C=CC=C1Cl)Cl)CO[C@H]1[C@@H]2CN([C@H](C1)C2)C2=C(C=C(C=C2)CCC(=O)O)F 3-[4-[(1S,4S,5R)-5-[[5-cyclopropyl-3-(2,6-dichlorophenyl)-1,2-oxazol-4-yl]methoxy]-2-azabicyclo[2.2.1]heptan-2-yl]-3-fluorophenyl]propanoic acid